1-(4-(3-((4-(trifluoromethyl)pyridin-2-yl)oxy)benzyl)piperazine-1-carbonyl)-1H-pyrazole-3-carboxylic acid FC(C1=CC(=NC=C1)OC=1C=C(CN2CCN(CC2)C(=O)N2N=C(C=C2)C(=O)O)C=CC1)(F)F